[N+](=O)([O-])C1=C2C(C(=O)OC2=O)=CC(=C1)[N+](=O)[O-] 3,5-dinitrophthalic anhydride